1-tert-Butyl 5-methyl 2-[4,7,10-tris({[1-(benzyloxy)-6-oxopyridin-2-yl]methyl})-1,4,7,10-tetraazacyclododecan-1-yl]pentanedioate C(C1=CC=CC=C1)ON1C(=CC=CC1=O)CN1CCN(CCN(CCN(CC1)CC=1N(C(C=CC1)=O)OCC1=CC=CC=C1)CC=1N(C(C=CC1)=O)OCC1=CC=CC=C1)C(C(=O)OC(C)(C)C)CCC(=O)OC